9-Methoxy-12-(propan-2-yl)-12-azatricyclo[6.3.1.02,7]dodeca-2,4,6-triene hydrochloride Cl.COC1C2C3=CC=CC=C3C(CC1)N2C(C)C